5-((5-Chloro-3-(2,2-difluoroethoxy)pyridin-2-yl)oxy)pyrazolon ClC=1C=C(C(=NC1)OC1=CC(N=N1)=O)OCC(F)F